FC=1C=2N(C=CC1C1=C(C(=CC=C1)C=1C=NN(C1)C(C)C1=CC=C(C=C1)F)F)N=C(N2)N 8-fluoro-7-(2-fluoro-3-(1-(1-(4-fluorophenyl)ethyl)-1H-pyrazol-4-yl)phenyl)-[1,2,4]triazolo[1,5-a]pyridin-2-amine